4-((S)-3-isopropyl-piperazin-1-yl)-6-(4-methoxy-benzyloxy)-2-pyridin-4-yl-pyrimidine C(C)(C)[C@H]1CN(CCN1)C1=NC(=NC(=C1)OCC1=CC=C(C=C1)OC)C1=CC=NC=C1